tert-butylxanthic acid potassium salt [K+].C(C)(C)(C)OC(=S)[S-]